ClC1=CC=C(C=C1)[C@@H](C(N1CCC2=CC=C(C=C12)OC(F)(F)F)=O)NC=1C=C(OCC2CC(C2)C(=O)OC)C=C(C1)OC (1s,3s)-methyl 3-((3-((1-(4-chlorophenyl)-2-oxo-2-(6-(trifluoromethoxy)-indolin-1-yl)ethyl)amino)-5-methoxyphenoxy)methyl)cyclobutanecarboxylate